6-(((4-((3-chloro-4-fluorophenyl)amino)-7-methoxyquinazolin-6-yl)amino)methyl)-2-(2,6-dioxopiperidin-3-yl)-4-fluoroisoindoline-1,3-dione ClC=1C=C(C=CC1F)NC1=NC=NC2=CC(=C(C=C12)NCC1=CC(=C2C(N(C(C2=C1)=O)C1C(NC(CC1)=O)=O)=O)F)OC